CN(C)C1=CC=C(C(=O)[O-])C=C1 p-N,N-dimethylaminobenzoate